N[C@]1(CNC[C@H](C1)CCB(O)O)C(=O)O |r| rac-(3R,5S)-3-amino-5-(2-boronoethyl)piperidine-3-carboxylic acid